COCCNC(C1=CC=C(C=C1)NC=1N=C(C2=C(N1)SC=C2C)NC2(CC2)C)=O N-(2-methoxyethyl)-4-((5-methyl-4-((1-methylcyclopropyl)amino)thieno[2,3-d]pyrimidin-2-yl)amino)benzamide